FC1=C(C=CC(=C1)F)C1=CSC=2N=C3N(CCC4=C3NC3=CC=CC=C43)C(C21)=O 3-(2,4-difluorophenyl)-6,7-dihydrothieno[2'',3'':4',5']pyrimido[1',2':1,2]pyrido[3,4-b]indol-4(12H)-one